7-(diethylamino)-4-((6-hydroxyhexyl)thio)-2-oxo-2H-chromen-3-carbaldehyde C(C)N(C1=CC=C2C(=C(C(OC2=C1)=O)C=O)SCCCCCCO)CC